NC1=CC=C(S1)C1CC(C1=O)C=1SC(=CC1)N 2,4-bis(5-aminothiophene-2-yl)-3-oxocyclobutane